C(#N)C1=CC=C(C(=O)N2C(C3=CC(=C(C=C3CC2)OC)S(=O)(=O)N2CC(NCCC2)=O)C(=O)OC)C=C1 methyl 2-(4-cyanobenzoyl)-6-methoxy-7-((3-oxo-1,4-diazepan-1-yl) sulfonyl)-1,2,3,4-tetrahydroisoquinoline-1-carboxylate